C(C1=CC=CC=C1)OC1=CC2=C(CN3C(=CN2COCC[Si](C)(C)C)CC2(C3)CC2)C=C1OC (11a'S)-8'-(Benzyloxy)-7'-methoxy-10'-{[2-(trimethylsilyl)ethoxy]methyl}-1'H-spiro[cyclopropane-1,2'-pyrrolo[2,1-c][1,4]benzodiazepine]